C(CCCCCCCCC)[Li] n-Decyl-Lithium